BrC1=CC=C(C=C1)S(=O)(C)=N (4-bromophenyl)(imino)(methyl)-λ6-sulfanone